N-propyl-quinoxaline C(CC)N1CC=NC2=CC=CC=C12